[N+](=O)([O-])C=1C=C2C=CN(C2=CC1)CC1=CC(=CC=C1)C(F)(F)F 5-Nitro-1-(3-(trifluoromethyl)benzyl)-1H-indole